1,3-dioxoisoindolin-2-yl (1S,2S)-2-(3-chloro-2''-(3,5-dimethyl-1H-1,2,4-triazol-1-yl)-3',3''-difluoro-5',6-dimethyl-2-oxo-2H-[1,4':2',4''-terpyridin]-4-yl)cyclopropane-1-carboxylate ClC=1C(N(C(=CC1[C@@H]1[C@H](C1)C(=O)ON1C(C2=CC=CC=C2C1=O)=O)C)C1=C(C(=NC=C1C)C1=C(C(=NC=C1)N1N=C(N=C1C)C)F)F)=O